COC1=C2C(C=C(OC2=CC=C1)C1=CC=C(C=C1)OCCCN1CCCC1)=O 5-methoxy-2-(4-(3-(pyrrolidin-1-yl)propoxy)phenyl)-4H-chromen-4-one